3-((11-(4-(pentafluoro-λ6-sulfanyl)phenyl)undec-10-yn-1-yl)oxy)propyl hydrogen ((((R)-1-(6-amino-9H-purin-9-yl)propan-2-yl)oxy)methyl)phosphonate NC1=C2N=CN(C2=NC=N1)C[C@@H](C)OCP(OCCCOCCCCCCCCCC#CC1=CC=C(C=C1)S(F)(F)(F)(F)F)(O)=O